COC1=C(C=C(C=C1)C1C(C(N1C1=CC(=C(C(=C1)OC)OC)OC)=O)=C)OCC#C 4-(4-methoxy-3-(prop-2-yn-1-yloxy)phenyl)-3-methylene-1-(3,4,5-trimethoxyphenyl)azetidin-2-one